(S)-1-(4-bromo-3-methylphenyl)-2,2,2-trifluoro-N-methylethan-1-amine hydrochloride Cl.BrC1=C(C=C(C=C1)[C@@H](C(F)(F)F)NC)C